OCCOC(C=C)=O.C(\C=C\C(=O)O)(=O)O fumaric acid monohydroxyethyl-acrylate